FC1=C(C=CC=C1N1C(C2=CC=CC(=C2C1)C(F)(F)F)=O)/C(=C/C(=O)OCC)/C ethyl (E)-3-[2-fluoro-3-[1-oxo-4-(trifluoromethyl)isoindolin-2-yl]phenyl]but-2-enoate